tert-butyl 2-(4-(7-bromo-6-methoxybenzo[d]imidazo[2,1-b]thiazol-2-yl)-3-fluorophenyl)pyrrolidine-1-carboxylate BrC1=CC2=C(N3C(S2)=NC(=C3)C3=C(C=C(C=C3)C3N(CCC3)C(=O)OC(C)(C)C)F)C=C1OC